8-{2-methoxy-4-[(morpholin-4-yl)carbonyl]phenyl}-N-[4-(piperidin-4-yl)-2,3-dihydro-1-benzofuran-7-yl]quinazolin-2-amine COC1=C(C=CC(=C1)C(=O)N1CCOCC1)C=1C=CC=C2C=NC(=NC12)NC1=CC=C(C=2CCOC21)C2CCNCC2